C1(CC1)C(C1CC1)NC(=O)C1=CC(=NN1)C=1C=C(C=CC1)C=1OC(=CN1)C(=O)N[C@H](C(=O)OCC)C(C)C (S)-Ethyl 2-(2-(3-(5-((dicyclopropylmethyl) carbamoyl)-1H-pyrazol-3-yl) phenyl) oxazole-5-carboxamido)-3-methylbutyrate